NC=1C(=NC(=CN1)C=1C=NN(C1)C1CCN(CC1)CCC1CCN(CC1)C(=O)OC(C)(C)C)C(=O)O[C@@H](C(=O)NC1=CC=C(C=C1)F)C1=CC=CC=C1 (R)-2-((4-fluorophenyl)amino)-2-oxo-1-phenylethyl 3-amino-6-(1-(1-(2-(1-(tert-butoxycarbonyl)piperidin-4-yl)ethyl)piperidin-4-yl)-1H-pyrazol-4-yl)pyrazine-2-carboxylate